1-[2-(quinolin-6-yl)acetyl]pyrrolidine-2-carboxamide N1=CC=CC2=CC(=CC=C12)CC(=O)N1C(CCC1)C(=O)N